NC1=NC=CC(=C1F)CC=1C(=C(C(=C(C(=O)NCC(=C)C)C1)NC1=C(C=C(C=C1)I)F)F)F 5-((2-amino-3-fluoropyridin-4-yl)methyl)-3,4-difluoro-2-((2-fluoro-4-iodophenyl)amino)-N-(2-methylallyl)benzamide